2-nitromethyl-1,4-butanedial [N+](=O)([O-])CC(C=O)CC=O